C(#N)C1(CC1)NS(=O)(=O)C1=CC2=C(N(C(N2C=2SC(=NN2)C)=O)CC)C=C1 N-(1-Cyanocyclopropyl)-1-ethyl-3-(5-methyl-1,3,4-thiadiazol-2-yl)-2-oxo-benzimidazole-5-sulfonamide